C(CCC)OC(=O)C1CCC(CC1)C(=O)OCCCC dibutyl-cyclohexane-1,4-dicarboxylate